1-pyridin-3-yl-pyrrolidin N1=CC(=CC=C1)N1CCCC1